2-methoxy-2-(4-methoxy-3-nitrophenyl)acetonitrile COC(C#N)C1=CC(=C(C=C1)OC)[N+](=O)[O-]